methyl 1-(2-chloro-4-(1-(2,6-dichlorophenyl)azetidin-3-yl)-6-methylbenzyl)-piperidine-4-carboxylate ClC1=C(CN2CCC(CC2)C(=O)OC)C(=CC(=C1)C1CN(C1)C1=C(C=CC=C1Cl)Cl)C